bis(iso-butylcyclopentadienyl)hafnium dichloride [Cl-].[Cl-].C(C(C)C)C1(C=CC=C1)[Hf+2]C1(C=CC=C1)CC(C)C